C1(CC1)C(=O)NC1=NC=C(C(=O)NC([2H])([2H])[2H])C(=C1)NC1=CC=C2C=NN(C2=C1OC)CCN(C)C 6-(Cyclopropanecarboxamido)-4-((1-(2-(dimethylamino)ethyl)-7-methoxy-1H-indazol-6-yl)amino)-N-(methyl-d3)nicotinamide